N-(4-bromobenzyl)-5-fluoro-2-methoxybenzenesulfonamide BrC1=CC=C(CNS(=O)(=O)C2=C(C=CC(=C2)F)OC)C=C1